Cl[C@@H](C(=O)[O-])C.SCCS(=O)(=O)O.[Na+] sodium 2-mercaptoethanesulphonate (R)-(+)-2-chloropropionate